Tert-butyl 4-((3S)-3-((4-sulfamoyl-2-((trifluoromethyl)sulfonyl)phenyl)amino)cyclopentyl)piperazine-1-carboxylate S(N)(=O)(=O)C1=CC(=C(C=C1)N[C@@H]1CC(CC1)N1CCN(CC1)C(=O)OC(C)(C)C)S(=O)(=O)C(F)(F)F